IC1=C(C(=CC(=C1)C(C(F)(F)F)(C(C(F)(F)F)(F)F)F)C(F)(F)F)NC(C1=C(C(=CC=C1)NO)F)=S N-(2-iodo-4-(perfluorobutan-2-yl)-6-(trifluoromethyl)phenyl)-2-fluoro-3-(hydroxyamino)thiobenzamide